NC1=C(C=CC=C1)C1=C(N=C2N(C1=O)N=C(N2CC(=O)NC2=CC=C(C=C2)C(F)(F)F)C)CC 2-(6-(2-aminophenyl)-5-ethyl-2-methyl-7-oxo-[1,2,4]triazolo[1,5-a]pyrimidin-3(7H)-yl)-N-(4-(trifluoromethyl)phenyl)acetamide